1-((3-(difluoromethyl)bicyclo[1.1.1]pentan-1-yl)methyl)-3-methyl-4-(trifluoromethyl)-1H-pyrazole FC(C12CC(C1)(C2)CN2N=C(C(=C2)C(F)(F)F)C)F